C(C)NC1=NC(=C(C(=N1)C=1OC=CC1)C(=O)OCC)S(=O)(=O)C ethyl 2-(ethylamino)-4-(2-furyl)-6-methylsulfonyl-pyrimidine-5-carboxylate